COC1=C(C=CC(=C1)C=1C=C2C(NC(=NC2=CC1)C)=O)CC(=O)N(C)C 2-(2-methoxy-4-(2-methyl-4-oxo-3,4-dihydroquinazolin-6-yl)phenyl)-N,N-dimethylacetamide